ClC1=CC(=C2C(=N1)N(C=C2)C2CN(C2)C(C)=O)CN2CCCC2 1-(3-(6-chloro-4-(pyrrolidin-1-ylmethyl)-1H-pyrrolo[2,3-b]pyridin-1-yl)azetidin-1-yl)ethan-1-one